ClC1=CC=C2C(=NC=3N(C2=C1)C=NN3)N(C=3C=C(C=CC3)C=3C=CC(=NC3)N3CCN(CC3)C(=O)OC(C)(C)C)C tert-butyl 4-(5-(3-((8-chloro-[1,2,4]triazolo[4,3-a]quinazolin-5-yl)(methyl)amino)phenyl)pyridin-2-yl)piperazine-1-carboxylate